4,5-dimethyl-Thiazole CC=1N=CSC1C